CN1C=C(C=2C1=NC(=CC2)OC2CCC1(CN(C1)C(=O)C1CC(C1)(C)O)CC2)C (7-((1,3-Dimethyl-1H-pyrrolo[2,3-b]pyridin-6-yl)oxy)-2-azaspiro[3.5]nonan-2-yl)((1s,3s)-3-hydroxy-3-methylcyclobutyl)methanone